4-bromo-2-(3-fluoro-oxetan-3-yl)pyridine Methyl-4-methoxyquinoline-2-carboxylate COC(=O)C1=NC2=CC=CC=C2C(=C1)OC.BrC1=CC(=NC=C1)C1(COC1)F